ClC=1N=C2N(N=CC(=C2C(C)O)NC(=O)NC2=C(C=C(C=C2)F)F)C1 N-(2-chloro-8-(1-hydroxyethyl)imidazo[1,2-b]pyridazin-7-yl)-N'-(2,4-difluorophenyl)urea